2-propyl-6-(2-(2,2,2-trifluoroethoxy)pyrimidin-5-yl)pyridazin-3(2H)-one C(CC)N1N=C(C=CC1=O)C=1C=NC(=NC1)OCC(F)(F)F